NCCNCCNCCN triethylentetramine